ClC1=CC=C(C=C1)[C@@H](O)C1=NC=CC=C1 |r| racemic-(4-chlorophenyl)-(2-pyridyl)-methanol